(1R,2S)-2-amino-1-(2-chloro-3-fluorophenyl)pentan-1-ol hydrochloride Cl.N[C@H]([C@H](O)C1=C(C(=CC=C1)F)Cl)CCC